5-(4-((S)-3-cyclohexylmorpholino)-2-((S)-2-(hydroxymethyl)morpholino)quinazolin-6-yl)-1,3-dimethylpyridin-2(1H)-one C1(CCCCC1)[C@H]1COCCN1C1=NC(=NC2=CC=C(C=C12)C=1C=C(C(N(C1)C)=O)C)N1C[C@H](OCC1)CO